NCCC=1C=C(C=CC1)N1CCN(CC1)S(=O)(=O)C1=CC=C(C=C1)NC(C1=C(C=CC=C1)N(S(=O)(=O)C)C)=O N-(4-((4-(3-(2-aminoethyl)phenyl)piperazin-1-yl)sulfonyl)phenyl)-2-(N-methylmethylsulfonamido)benzamide